2,3-Dimercapto-1-propanol (3-mercaptopropionat) SCCC(=O)OCC(CS)S